5-Methoxy-α-methyltryptamine COC1=CC=C2NC=C(CC(N)C)C2=C1